3,6-dichloro-4-(3-{[(3R)-1-methylhexahydropyridin-3-yl]amino}propyl)-1,2-diazine ClC=1N=NC(=CC1CCCN[C@H]1CN(CCC1)C)Cl